2,2,5,5-tetramethyltetrahydro-3aH-[1,3]dioxolo[4',5':4,5]furo[3,2-d][1,3]dioxane CC1(OC2C(C3OC(OCC3O2)(C)C)O1)C